BrC1=CC2=C(N(C(=N2)CC)CC2=C(OCC3=CC(=C(OCC(=O)O)C=C3)CC)C=CC=C2)C=C1 2-(4-((2-((5-Bromo-2-ethyl-1H-benzo[d]imidazol-1-yl)methyl)phenoxy)methyl)-2-ethylphenoxy)acetic acid